N=1C=NN2C1C=C(C=C2)OC2=C(C=C(C=C2)NC=2C1=C(N=CN2)C=CC(=N1)N1CC(N(CC1)C(=O)OC(C)(C)C)(C)C)C Tert-butyl 4-(4-((4-([1,2,4]triazolo[1,5-a]pyridin-7-yloxy)-3-methylphenyl)amino)pyrido[3,2-d]pyrimidin-6-yl)-2,2-dimethylpiperazine-1-carboxylate